CS(=O)(=O)OCCCCCCCCCN1N=CC(=C1)C=1C2=C(C(=NC1)N)C(=NN2C)C2=CC(=C(C=C2)NS(=O)(=O)C(F)F)O[C@@H](C)C2=CC=C(C=C2)F 9-(4-{4-amino-3-[4-(difluoromethanesulfonamido)-3-[(1S)-1-(4-fluorophenyl) ethoxy]phenyl]-1-methyl-1H-pyrazolo[4,3-c]pyridin-7-yl}-1H-pyrazol-1-yl)nonyl methanesulfonate